[Cl-].C(C)[NH2+]CC1=CC=CC=C1 ethylbenzyl-ammonium chloride